N[C@H]1CS(C2=C(N(C1=O)CC1=CC=C(C=C1)Cl)C=C(C(=C2)F)C2=NOC(=N2)N2CCOC1CC21)(=O)=O (3R)-3-amino-5-[(4-chlorophenyl)methyl]-8-fluoro-7-[5-(2-oxa-5-azabicyclo[4.1.0]heptan-5-yl)-1,2,4-oxadiazol-3-yl]-1,1-dioxo-2,3-dihydro-1λ6,5-benzothiazepin-4-one